N=1C=NN2C1C=CC(=C2)C2=CNC=1N=C(N=CC12)NC1=CC(=NC=C1)N1CCN(CC1)C 5-([1,2,4]Triazolo[1,5-a]pyridin-6-yl)-N-(2-(4-methylpiperazin-1-yl)pyridin-4-yl)-7H-pyrrolo[2,3-d]pyrimidin-2-amine